OCCCCCCCCCCCCC=O 13-hydroxy-[1-tridecanal]